N1(CCCC1)C=1C2=C(C(NC1)=O)C=CS2 7-(pyrrolidin-1-yl)-4H,5H-thieno[3,2-c]pyridin-4-one